C1(CCCC1)NC=1C=NC=2CCN(CC2C1)C=1C(=C(C=2N(N1)C(=NN2)C(F)(F)F)C)C N-cyclopentyl-6-(7,8-dimethyl-3-(trifluoromethyl)-[1,2,4]triazolo[4,3-b]pyridazin-6-yl)-5,6,7,8-tetrahydro-1,6-naphthyridin-3-amine